2,4-dimethyl-5-oxo-7-((3aR,7aS)-5-(5-(trifluoromethoxy)pyridin-2-yl)octahydro-1H-pyrrolo[3,2-c]pyridin-1-yl)-4,5-dihydrothiazolo[5,4-b]pyridine-6-carbonitrile CC=1SC=2N(C(C(=C(C2N1)N1CC[C@@H]2CN(CC[C@@H]21)C2=NC=C(C=C2)OC(F)(F)F)C#N)=O)C